4-phenoxybenzoyl chloride O(C1=CC=CC=C1)C1=CC=C(C(=O)Cl)C=C1